N-(2,5-dimethyl-4-(4,4,5,5-tetramethyl-1,3,2-dioxaborolan-2-yl)phenyl)acetamide CC1=C(C=C(C(=C1)B1OC(C(O1)(C)C)(C)C)C)NC(C)=O